(S)-quinuclidin-3-yl (5-(3-fluoro-2-methoxyphenyl)-2,2-dimethyl-2,3-dihydro-1H-inden-1-yl)carbamat FC=1C(=C(C=CC1)C=1C=C2CC(C(C2=CC1)NC(O[C@@H]1CN2CCC1CC2)=O)(C)C)OC